7-fluoro-1-benzofuran-2-carboxamide FC1=CC=CC=2C=C(OC21)C(=O)N